N-((S)-1'-(1,2,4-triazin-3-yl)-1,3-dihydrospiro[inden-2,4'-piperidin]-1-yl)-2-methylpropan-2-sulfinamide N1=NC(=NC=C1)N1CCC2(CC1)[C@@H](C1=CC=CC=C1C2)NS(=O)C(C)(C)C